o-nitrobenzyloxy methyl ether COOCC1=C(C=CC=C1)[N+](=O)[O-]